ClC1=CC=C(C=C1)C1CCN(CC1)C(CCCCCCC1=CC=C2CN(C(C2=C1)=O)N1C(CCCC1=O)=O)=O (6-(7-(4-(4-chlorophenyl)piperidin-1-yl)-7-oxoheptyl)-1-oxoisoindolin-2-yl)piperidine-2,6-dione